CC(C(CNC1CCCCC1)C)(C)C Trimethylcyclohexylamino-2-methylpropan